FC1=CC=C(OC2CC(N(C2)C(CNC(CCCOC2=CC=CC=C2)=O)=O)C(=O)N)C=C1 4-(4-fluorophenoxy)-1-((4-phenoxybutyryl)glycyl)pyrrolidine-2-carboxamide